N-(5-(thiophen-2-yl)-1,3,4-oxadiazol-2-yl)-3-(trifluoromethyl)-1H-pyrazole-5-carboxamide S1C(=CC=C1)C1=NN=C(O1)NC(=O)C1=CC(=NN1)C(F)(F)F